ClCC1=NC=CC=C1C(C)(F)F 2-(chloromethyl)-3-(1,1-difluoroethyl)pyridine